(R)-3-((5-chloro-1H-indol-2-yl)methyl)-1-(1-(2-(isoxazol-5-yl)acetyl)piperidin-3-yl)-1-methylurea ClC=1C=C2C=C(NC2=CC1)CNC(N(C)[C@H]1CN(CCC1)C(CC1=CC=NO1)=O)=O